rac-(3s,5S)-5-fluoropiperidin-3-ol F[C@H]1C[C@@H](CNC1)O |r|